Cl.N[C@@H](CC(=O)OC)C methyl (R)-3-aminobutanoate hydrochloride